CC1=CC(=NN1C1=CC(=CC=C1)C(F)(F)F)C(=O)O 5-methyl-1-(3-trifluoromethylphenyl)-1H-pyrazole-3-carboxylic acid